Racemic-dimethylsilylbis[2-methyl-4-phenyl-indenyl]hafnium dichloride [Cl-].[Cl-].C[SiH](C)[Hf+2](C1C(=CC2=C(C=CC=C12)C1=CC=CC=C1)C)C1C(=CC2=C(C=CC=C12)C1=CC=CC=C1)C